(2Z)-3-amino-3-(pyridin-2-yl)prop-2-enethioamide N\C(=C/C(N)=S)\C1=NC=CC=C1